methyl 2-(2-chloro-4-fluoro-5-methoxyphenyl)-4-((phenoxycarbonyl)amino)thiazole-5-carboxylate ClC1=C(C=C(C(=C1)F)OC)C=1SC(=C(N1)NC(=O)OC1=CC=CC=C1)C(=O)OC